C(C1=CC=CC=C1)OC(=O)N[C@H]1CN(CCC1)C=1C2=C(N=C(N1)Cl)CN(CC2)C(=O)OC(C)(C)C tert-butyl (R)-4-(3-(((benzyloxy) carbonyl) amino) piperidin-1-yl)-2-chloro-5,8-dihydropyrido[3,4-d]pyrimidine-7(6H)-carboxylate